[K].C(CS)(=O)OC(F)F difluoromethyl thioglycolate potassium salt